4-iodo-1-(tetrahydro-2H-pyran-2-yl)-1H-pyridin IC1=CCN(C=C1)C1OCCCC1